CNC(C)N N-methyl-ethanediamine